C(C)O[Si](OCC)(OCC)CCCSSCCC[Si](OCC)(OCC)OCC bis(triethoxysilylpropyl)disulfide